C(C)N1C=NC2=C1CCCC2 ethyl-4,5,6,7-tetrahydro-1H-benzo[d]imidazole